O=CCCNC([O-])=O N-(3-oxopropyl)carbamate